4-(3-penten-1-yl)phenylboronic acid C(CC=CC)C1=CC=C(C=C1)B(O)O